N-methoxyethyl-N-tert-butylpyrrolidinium COCC[N+]1(CCCC1)C(C)(C)C